BrC=1SC2=C(C1CBr)C=CC=C2 2-bromo-3-(bromomethyl)benzothiophene